BrC=1C(=CC(=C(C1)N1CCNCC1)F)F 1-(5-bromo-2,4-difluorophenyl)piperazine